FC([C@@]12CCN(C[C@H]2C1)C1=C(C(=O)NC2=CC=3N(C(=N2)N2CCC(CC2)(F)F)N=CN3)C=CC(=C1)NS(=O)(=O)CCO)F 2-((1S,6R)-6-(difluoromethyl)-3-azabicyclo[4.1.0]heptan-3-yl)-N-(5-(4,4-difluoropiperidin-1-yl)-[1,2,4]triazolo[1,5-c]pyrimidin-7-yl)-4-((2-hydroxyethyl)sulfonamido)benzamide